[Pd].[Pd].C(C1=CC=CC=C1)=CC(=O)C=CC1=CC=CC=C1.C(C1=CC=CC=C1)=CC(=O)C=CC1=CC=CC=C1.C(C1=CC=CC=C1)=CC(=O)C=CC1=CC=CC=C1 tris(dibenzylidenacetone) dipalladium (0)